CC(C)(C)S(=O)N[C@@H](C)C=1C=NC(=CC1)N1CCCC1 2-methyl-N-((S)-1-(6-(pyrrolidine-1-yl)pyridine-3-yl)ethyl)propane-2-sulfinamide